(2-(piperazin-1-ylmethyl)phenyl)methylamine N1(CCNCC1)CC1=C(C=CC=C1)CN